O=C1NC(CCC1N1C(C2=CC=C(C=C2C1=O)NCCCCCCN1N=CC(=C1)C=1C=C(C=CC1)C)=O)=O 2-(2,6-dioxopiperidin-3-yl)-5-((6-(4-(m-tolyl)-1H-pyrazol-1-yl)hexyl)amino)isoindoline-1,3-dione